ClC1(C(N(CCC1)C1=CC=C(C=C1)I)=O)Cl 3,3-dichloro-1-(4-iodophenyl)piperidin-2-one